(5-Chloro-1-ethyl-3-(5-isopropylisoxazol-3-yl)-1H-pyrazol-4-yl)(9-(3,3-dimethylbutyl)-2,9-diazaspiro[5.5]undecan-2-yl)methanone ClC1=C(C(=NN1CC)C1=NOC(=C1)C(C)C)C(=O)N1CC2(CCC1)CCN(CC2)CCC(C)(C)C